1-(4-methyl-mercaptophenyl)butane-1,2-dione-2-oxime CC1=CC(=C(C=C1)C(C(CC)=NO)=O)S